6-[3-(1-hydroxyethyl)pyrazin-2-yl]-2-methyl-pyridazin-3-one OC(C)C=1C(=NC=CN1)C=1C=CC(N(N1)C)=O